O=C([C@@H](O)[C@H](O)[C@@H](O)[C@H](O)C(=O)O)O idaric acid